S=C(CC=1N=CNC1)[NH3+] thioxo-1H-imidazole-4-ethanaminium